5-Methyl-2-(1-methyl-1H-imidazol-2-yl)-6-(1-methyl-1H-pyrazol-3-yl)-N-(pyrazin-2-yl)pyrrolo[2,1-f][1,2,4]triazin-4-amine CC=1C(=CN2N=C(N=C(C21)NC2=NC=CN=C2)C=2N(C=CN2)C)C2=NN(C=C2)C